(3S,5S,8S,10S,13R,14S,17R)-3-ethyl-l-7-((R)-4-(1-hydroxycyclopropyl)butan-2-yl)-10,13-dimethyl-2,3,4,5,6,7,8,10,12,13,14,15,16,17-tetradecahydro-1H-cyclopenta[a]phenanthren-3-ol C(C)[C@@]1(CC[C@@]2(C3=CC[C@]4(CCC[C@H]4[C@@H]3C(C[C@H]2C1)[C@H](C)CCC1(CC1)O)C)C)O